5-(2-tert-butoxy-2-oxoethyl)-[1,2,4]triazolo[1,5-a]pyridin-8-yl 4-(N-methoxy carbamimidoyl)benzoate CONC(=N)C1=CC=C(C(=O)OC=2C=3N(C(=CC2)CC(=O)OC(C)(C)C)N=CN3)C=C1